(S)-N-(1-(5-bromo-4-methylpyrimidin-2-yl)-3-((tert-butyldimethylsilyl)oxy)-3-methylcyclobutyl)-2-methylpropan-2-sulfinamide BrC=1C(=NC(=NC1)C1(CC(C1)(C)O[Si](C)(C)C(C)(C)C)N[S@@](=O)C(C)(C)C)C